FC1=C(C(=CC=C1)C)N1C[C@@H](CCC1)N1C(N(C=2C(C1)=CN(N2)C)CC2=C(C=CC=C2)C(F)(F)F)=O 5-[(R)-1-(2-Fluoro-6-methyl-phenyl)-piperidin-3-yl]-2-methyl-7-(2-trifluoromethyl-benzyl)-2,4,5,7-tetrahydro-pyrazolo[3,4-d]pyrimidin-6-on